N-(1''-(3-(benzylthio)benzoyl)dispiro[cyclopropane-1,1'-cyclohexane-4',3''-indoline]-5''-yl)methanesulfonamide C(C1=CC=CC=C1)SC=1C=C(C(=O)N2CC3(C4=CC(=CC=C24)NS(=O)(=O)C)CCC2(CC3)CC2)C=CC1